NC1=NC=CC=C1S(=O)(=O)NC(=O)C=1C(=NC(=CC1)C1=C(C=C(C(=C1)F)F)F)N1C(C[C@@H](C1)C)(C)C N-[(2-Amino-3-pyridyl)sulfonyl]-6-(2,4,5-trifluorophenyl)-2-[(4S)-2,2,4-trimethylpyrrolidin-1-yl]pyridin-3-carboxamid